(2,6-dichlorophenyl)-2-((4-(4-methylpiperazin-1-yl)phenyl)amino)pyrimidine-5-carboxamide ClC1=C(C(=CC=C1)Cl)C1=NC(=NC=C1C(=O)N)NC1=CC=C(C=C1)N1CCN(CC1)C